1-(4-(Benzo[d]thiazol-2-yl)phenyl)-3-(pyridin-4-ylmethyl)urea S1C(=NC2=C1C=CC=C2)C2=CC=C(C=C2)NC(=O)NCC2=CC=NC=C2